C1(=CC=C(C=C1)N)C1=CC(=CC=C1)C1=CC=CC=C1 [1,1':3',1''-Terphenyl]-4-amine